Cl.N[C@H](C(=O)NC1=CC=C(C=C1)C1=C(N(C(C=C1)=O)C)C)C1CCCCC1 (S)-2-amino-2-cyclohexyl-N-(4-(1,2-dimethyl-6-oxo-1,6-dihydropyridine-3-yl)phenyl)acetamide hydrochloride